3-(1'-(3-methoxybenzyl)-6-oxo-6,8-dihydro-2H,7H-spiro[furo[2,3-e]isoindole-3,4'-piperidin]-7-yl)piperidine-2,6-dione COC=1C=C(CN2CCC3(CC2)COC2=C4CN(C(C4=CC=C23)=O)C2C(NC(CC2)=O)=O)C=CC1